racemic-1-(2,2-difluorocyclopropyl)-3-(4-fluorophenyl)-4-[6-(1-methylimidazol-4-yl)furo[2,3-d]pyrimidin-4-yl]pyrazole FC1([C@@H](C1)N1N=C(C(=C1)C=1C2=C(N=CN1)OC(=C2)C=2N=CN(C2)C)C2=CC=C(C=C2)F)F |r|